C(C1=CC=CC=C1)C(C(=O)C1=CC=C(C=C1)N1CCOCC1)(CC)N(C)C 2-benzyl-2-dimethylamino-1-(4-Morpholinophenyl)butan-1-one